[4-amino-2-[[(1S)-2-[2,2-bis(4-fluorophenyl)-1-methyl-ethoxy]-1-methyl-2-oxo-ethyl]carbamoyl]-3-pyridyl]oxymethyl 2-methylpropanoate CC(C(=O)OCOC=1C(=NC=CC1N)C(N[C@H](C(=O)OC(C(C1=CC=C(C=C1)F)C1=CC=C(C=C1)F)C)C)=O)C